BrC=1C=C2C(=NC1)NC=C2N 5-bromo-1H-pyrrolo[2,3-b]pyridin-3-amine